BrC1=CC=C2C(=N1)N=C(O2)C2=C(C(=CC=C2)Cl)Cl 5-bromo-2-(2,3-dichlorophenyl)oxazolo[4,5-b]pyridine